C(C)(C)(C)NC(C1=CN=CC=C1\C=C\OCC)=O (E)-N-(tert-butyl)-4-(2-ethoxyvinyl)nicotinamide